COC(=O)C1CCC(CC1)OC1CCN(CC1)C(=O)OCC1=CC=CC=C1 benzyl 4-(4-methoxycarbonylcyclohexoxy)piperidine-1-carboxylate